1-(3-(4-methoxyphenyl)-1,2,4-oxadiazol-5-yl)-N-((1-((2-methylthiazol-4-yl)methyl)pyrrolidin-3-yl)methyl)piperidine-4-carboxamide COC1=CC=C(C=C1)C1=NOC(=N1)N1CCC(CC1)C(=O)NCC1CN(CC1)CC=1N=C(SC1)C